(R)-N-methyl-5-(2-methyl-2,3-dihydroimidazo[2,1-b]oxazol-6-yl)-6-((3-(trifluoromethyl)benzyl)amino)pyridine-3-sulfonamide CNS(=O)(=O)C=1C=NC(=C(C1)C=1N=C2O[C@@H](CN2C1)C)NCC1=CC(=CC=C1)C(F)(F)F